C(#N)C1=CC(=C(OC=2N=NC(=C(C2C(=O)NC=2C=C(C(=O)OC)C=CC2)C)C(F)(F)F)C=C1)OC methyl 3-[[3-(4-cyano-2-methoxy-phenoxy)-5-methyl-6-(trifluoromethyl)pyridazine-4-carbonyl]amino]benzoate